C1(CC1)C(=O)NC1=CC(=C(N=N1)C(=O)NC([2H])([2H])[2H])NC1=NC=CC(=C1OC)C=1SC=CN1 6-cyclopropanecarboxamido-4-{[3-methoxy-4-(1,3-thiazol-2-yl)pyridin-2-yl]amino}-N-(2H3)methylpyridazine-3-carboxamide